C(C)(C)(C)OC(NCCOC1=C(C=C(C=C1)C(F)(F)F)C)=O (2-(2-methyl-4-(trifluoromethyl)phenoxy)ethyl)carbamic acid tert-butyl ester